CN(C1CCC(CC1)NC=1N=CC2=C(N1)C1(C(N(C2)C2=CC(=C(C=C2)NS(=O)(=O)CC2=CC=C(C=C2)F)F)=O)COC1)C N-(4-(2'-(((1r,4r)-4-(dimethylamino)cyclohexyl)amino)-7'-oxo-5'H-spiro[oxetane-3,8'-pyrido[4,3-d]pyrimidin]-6'(7'H)-yl)-2-fluorophenyl)-1-(4-fluorophenyl)methanesulfonamide